1-[4-[[3-(4-methoxyphenyl)imidazo[1,2-a]pyrazin-8-yl]amino]-2-methyl-phenyl]pyrrolidin-2-one COC1=CC=C(C=C1)C1=CN=C2N1C=CN=C2NC2=CC(=C(C=C2)N2C(CCC2)=O)C